vinyl-tris(t-butylperoxy)silane C(=C)[Si](OOC(C)(C)C)(OOC(C)(C)C)OOC(C)(C)C